3-(4-bromophenyl)-6,7-difluoro-3-hydroxyindol-2-one BrC1=CC=C(C=C1)C1(C(NC2=C(C(=CC=C12)F)F)=O)O